(2S)-N-[[2-chloro-6-[2-(trifluoromethyl)pyrimidin-5-yl]-4-pyridyl]methyl]-3-(4-fluorophenyl)sulfonyl-3-azabicyclo[2.1.1]hexane-2-carboxamide ClC1=NC(=CC(=C1)CNC(=O)[C@@H]1C2CC(N1S(=O)(=O)C1=CC=C(C=C1)F)C2)C=2C=NC(=NC2)C(F)(F)F